tert-butyl (3Z)-4-(3,4-difluorophenyl)-3-hydroxyimino-piperidine-1-carboxylate FC=1C=C(C=CC1F)C1/C(/CN(CC1)C(=O)OC(C)(C)C)=N/O